C1(CC1)CN1N=C(C(=C1)CC=1C=NN(N1)C)C 5-((1-(cyclopropylmethyl)-3-methyl-1H-pyrazol-4-yl)methyl)-2-methyl-2H-1,2,3-triazol